2-((5-chloro-3-((4-chloro-1-methyl-1H-pyrazol-5-yl)methyl)-1-oxoisoindolin-2-yl)methyl)-5-oxa-7-azaspiro[3.4]octan-6-one ClC=1C=C2C(N(C(C2=CC1)=O)CC1CC2(C1)OC(NC2)=O)CC2=C(C=NN2C)Cl